ClC=1C(N(C=CC1C([O-])=S)C)=O.[Na+] sodium 3-chloro-1-methyl-2-oxo-1,2-dihydropyridine-4-thioate